C(C1=CC=CC=C1)(=O)C1CN(CC1)C=C 3-benzoyl-N-vinyl-pyrrolidine